C(#N)CNC(C(=O)N1C2C=C(CC1CC2)C2=NC(=NC=C2)NC=2C=NN(C2)C)=O N-(Cyanomethyl)-2-(3-(2-((1-methyl-1H-pyrazol-4-yl)amino)pyrimidin-4-yl)-8-azabicyclo[3.2.1]oct-2-en-8-yl)-2-oxoacetamide